C1(CCCCC1)C[C@@H](C(=O)NC(CO)CC1C(NC2(C1)CCN(CC2)C(C(C)(C)C)=O)=O)NC(OCC2=CC(=CC=C2)Cl)=O 3-Chlorobenzyl ((2S)-3-cyclohexyl-1-((1-hydroxy-3-(2-oxo-8-pivaloyl-1,8-diazaspiro[4.5]decan-3-yl)propan-2-yl)amino)-1-oxopropan-2-yl)carbamate